BrC1=NC(=CC(=C1)I)Cl 2-bromo-6-chloro-4-iodopyridine